N1C(NC(=O)[O-])=NC=2N=CNC2C1=O guanineAT